CC=1OC(=CN1)C1=NC(=CC=2N1N=C(N2)C(C)C)NC(C)=O N-[5-(2-methyl-1,3-oxazol-5-yl)-2-propan-2-yl-[1,2,4]triazolo[1,5-c]pyrimidin-7-yl]acetamide